ClC=1C=CC(=C(C1)N1/C(/SCC1=O)=N/C(OCC(C1=CC=C(C=C1)C1=NN(C=N1)C1=CC=C(C=C1)OC(C(F)(F)F)(F)F)F)=O)C(C)C 2-Fluoro-2-(4-(1-(4-(perfluoroethoxy)phenyl)-1H-1,2,4-triazol-3-yl)phenyl)ethyl (Z)-(3-(5-chloro-2-isopropylphenyl)-4-oxothiazolidin-2-ylidene)carbamate